3-(1-oxo-5-(((1R,2R)-2-((pyrazolo[1,5-a]pyrimidin-6-ylmethyl)amino)cyclohexyl)oxy)isoindolin-2-yl)piperidine-2,6-dione O=C1N(CC2=CC(=CC=C12)O[C@H]1[C@@H](CCCC1)NCC=1C=NC=2N(C1)N=CC2)C2C(NC(CC2)=O)=O